N-(3-((1s,3R)-3-(cyanomethyl)-1-(4-methyl-4H-1,2,4-triazol-3-yl)cyclobutyl)phenyl)-7-((S)-1-((S)-3-methylpiperidin-1-yl)ethyl)-1H-pyrrolo[3,2-b]pyridine-5-carboxamide C(#N)CC1CC(C1)(C1=NN=CN1C)C=1C=C(C=CC1)NC(=O)C1=CC(=C2C(=N1)C=CN2)[C@H](C)N2C[C@H](CCC2)C